(S)-2-(4-(6-((5-cyclopropyl-1-methyl-1H-pyrazol-3-yl)methoxy)pyridin-2-yl)-2,5-difluorobenzyl)-1-(oxetan-2-ylmethyl)-1H-benzo[d]imidazole-6-carboxylic acid C1(CC1)C1=CC(=NN1C)COC1=CC=CC(=N1)C1=CC(=C(CC2=NC3=C(N2C[C@H]2OCC2)C=C(C=C3)C(=O)O)C=C1F)F